O=C1NC(CCC1N1C(C2=CC=C(C=C2C1)N1CCN(CC1)CCCN1CCNCC1)=O)=O 4-(3-(4-(2-(2,6-dioxopiperidin-3-yl)-1-oxoisoindolin-5-yl)piperazin-1-yl)propyl)piperazin